3-[5-(3-Fluoro-phenyl)[1,3,4]oxadiazol-2-yl]-8-methoxy-chromen-2-one FC=1C=C(C=CC1)C1=NN=C(O1)C=1C(OC2=C(C=CC=C2C1)OC)=O